ClC1=C(C=C(C(=C1)F)C1=NC=NC2=CC(=CC=C12)N1CCOCC1)C(C(=O)N)C=1C=CC=2N(N1)C=CN2 2-[2-Chloro-4-fluoro-5-(7-morpholin-4-yl-quinazolin-4-yl)-phenyl]-2-imidazo-[1,2-b]pyridazin-6-yl-acetamide